ClC1=C(C(=O)N(C)C)C=CC(=C1)OCCCCC1CCN(CC1)C([C@](C(F)(F)F)(C1=CC(=CC=C1)OC)O)=O |o1:24| (S or R)-2-chloro-N,N-dimethyl-4-(4-(1-(3,3,3-trifluoro-2-hydroxy-2-(3-methoxyphenyl)propanoyl)piperidin-4-yl)butoxy)benzamide